fluoro-8'-methyl-1'h-spiro[piperidine-4,2'-quinolin]-4'(3'h)-one FN1C2(CC(C3=CC=CC(=C13)C)=O)CCNCC2